N-benzyl-acetamidine hydrochloride Cl.C(C1=CC=CC=C1)NC(C)=N